C(C1=CC=CC=C1)N1CC2NCCCC2C1 racemic-6-benzyl-octahydro-1H-pyrrolo[3,4-b]pyridine